(S)-4-(2,2-difluoro-7-((5-methoxy-7-methyl-1H-indol-4-yl)methyl)-7-azaspiro[3.5]nonan-6-yl)benzoic acid hydrochloride Cl.FC1(CC2(C1)C[C@H](N(CC2)CC2=C1C=CNC1=C(C=C2OC)C)C2=CC=C(C(=O)O)C=C2)F